FC=1C(=CC=2C3=C(N=NC2C1)N(C(N3C3CCOCC3)=O)C)C=3C=NC(=CC3)OCCCN3CCCCC3 7-fluoro-3-methyl-8-(6-(3-(piperidin-1-yl)propoxy)pyridin-3-yl)-1-(tetrahydro-2H-pyran-4-yl)-1,3-dihydro-2H-imidazo[4,5-c]cinnolin-2-one